(R)-1-(5-(6-chloro-3-(1H-imidazol-1-yl)-5-methoxy-1-methyl-1H-pyrrolo[3,2-b]pyridin-2-yl)-1H-1,2,4-triazol-3-yl)-2-methoxyethan-1-ol ClC=1C=C2C(=NC1OC)C(=C(N2C)C2=NC(=NN2)[C@H](COC)O)N2C=NC=C2